trimethyl-1,2-ethanediamine CC(C(N)(C)C)N